ClC1=CC(=C2C(=CNC2=C1F)C=1C=NN(C1)C1OCCCC1)OCC#N 2-[[6-chloro-7-fluoro-3-(1-tetrahydropyran-2-ylpyrazol-4-yl)-1H-indol-4-yl]oxy]acetonitrile